4-methoxy-2,7-dimethyl-1,3-benzothiazole COC1=CC=C(C2=C1N=C(S2)C)C